COC1=CC=C(CN(C2=CC(=C(C(=N2)C2=C(C=C3C(=NC(=NC3=C2F)OC[C@]23[C@H](N(CCC2)C)CCC3)O)Cl)C(F)(F)F)C)CC3=CC=C(C=C3)OC)C=C1 7-(6-(bis(4-methoxybenzyl)amino)-4-methyl-3-(trifluoromethyl)pyridin-2-yl)-6-chloro-8-fluoro-2-(((4aS,7aR)-1-methyloctahydro-4aH-cyclopenta[b]pyridin-4a-yl)methoxy)quinazolin-4-ol